C(C1=CC=CC=C1)SC1=CC(=C(N)C=C1)C 4-(benzylthio)-2-methylaniline